CC1=NN(C(=C1)C)C(NC(NC1=CC=C(C=C1)S(NCCOCC#C)(=O)=O)=S)=N 3,5-dimethyl-N-((4-(N-(2-(prop-2-yn-1-yloxy)ethyl)sulfamoyl)phenyl)carbamothioyl)-1H-pyrazole-1-carboximidamide